N-[3-({[2-{[4-(2,2-dimethyl-1,3-dioxolan-4-yl)phenyl]amino}-5-(trifluoromethyl)pyrimidin-4-yl]amino}methyl)pyridin-2-yl]-N-methylmethane-sulfonamide CC1(OCC(O1)C1=CC=C(C=C1)NC1=NC=C(C(=N1)NCC=1C(=NC=CC1)N(S(=O)(=O)C)C)C(F)(F)F)C